BrC=1C=C(C=CC1C)C(C#N)(C)C 2-(3-Bromo-4-methylphenyl)-2-methylpropionitrile